CC1=CC=C(C=C1)B(O)O para-tolueneboronic acid